P(=O)(OC(C)(C)C)(OCN1C(=NC2=C1C=C(C=C2O[C@H]2CCOC1=CC(=CC(=C21)F)F)C(N(C)C)=O)C)O tert-butyl ((4-(((S)-5,7-difluorochroman-4-yl)oxy)-6-(dimethylcarbamoyl)-2-methyl-1H-benzo(d)imidazol-1-yl)methyl) hydrogen phosphate